(S)-6-bromo-N-(1-(ethylsulfonyl)pyrrolidin-3-yl)-2-(1-(3-(2-methoxyethoxy)phenyl)-2,5-dimethyl-1H-pyrrol-3-yl)-1H-imidazo[4,5-b]pyridin-7-amine BrC=1C(=C2C(=NC1)N=C(N2)C2=C(N(C(=C2)C)C2=CC(=CC=C2)OCCOC)C)N[C@@H]2CN(CC2)S(=O)(=O)CC